4-aminopyridine-3-carbaldehyde NC1=C(C=NC=C1)C=O